FC1=C(C(=CC(=C1)OC)F)C1=C(C(N(N1C)C1=NC(=CC(=C1)OC)OCCC(C)(C)O)=O)NC(C1=CC=C(C=C1)OC(F)F)=O N-(5-(2,6-Difluoro-4-methoxyphenyl)-2-(6-(3-hydroxy-3-methylbutoxy)-4-methoxypyridin-2-yl)-1-methyl-3-oxo-2,3-dihydro-1H-pyrazol-4-yl)-4-(difluoromethoxy)benzamide